tert-butyl N-[1-(3-chloropyrazin-2-yl)ethyl]carbamate ClC=1C(=NC=CN1)C(C)NC(OC(C)(C)C)=O